C(C)(C)(C)OC(=O)CCCCC=C1C2=CC=CC=C2C(C=2C=CC=CC12)=CCCCCC(=O)OC(C)(C)C 9,10-bis(tert-butoxycarbonylpentylidene)anthracene